N-(2-(trifluoro-methyl)-Pyridin-4-yl)-1,3,5-triazin-2-amine FC(C1=NC=CC(=C1)NC1=NC=NC=N1)(F)F